The molecule is a carbonyl group with two C-bound amine groups. It has a role as a flour treatment agent, a human metabolite, a Daphnia magna metabolite, a Saccharomyces cerevisiae metabolite, an Escherichia coli metabolite, a mouse metabolite and a fertilizer. It is a monocarboxylic acid amide and a one-carbon compound. It derives from a carbonic acid. It is a tautomer of a carbamimidic acid. C(=O)(N)N